acryloxyhexyldimethylethoxysilane C(C=C)(=O)OCCCCCC[Si](OCC)(C)C